N-Methoxypropanamide CONC(CC)=O